ClC1=CC(=C(C=C1)C1=CC=C(C=C1)C1CN(C1)C(=O)N1C[C@@H](CC1)S(=O)(=O)N)S(=O)(=O)C (3R)-1-[3-[4-(4-Chloro-2-methylsulfonyl-phenyl)phenyl]azetidine-1-carbonyl]pyrrolidine-3-sulfonamide